di((Z)-non-2-en-1-yl) 9-((4-(dimethyl amino)butanoyl)oxy)heptadecanedioate CN(CCCC(=O)OC(CCCCCCCC(=O)OC\C=C/CCCCCC)CCCCCCCC(=O)OC\C=C/CCCCCC)C